[O-]S(=O)(=O)C(F)(F)F.[Y+3].[O-]S(=O)(=O)C(F)(F)F.[O-]S(=O)(=O)C(F)(F)F Yttrium(III) triflate